S-furfuryl thioformate C(=O)SCC1=CC=CO1